2-hydroxy-propylene OC(=C)C